8-[1-(2,2-difluoroethyl)-1H-pyrazolo[3,4-b]pyrazin-6-yl]-2-{[4-(trifluoromethoxy)phenyl]methyl}-2,8-diazaspiro[4.5]decan-3-one FC(CN1N=CC=2C1=NC(=CN2)N2CCC1(CC(N(C1)CC1=CC=C(C=C1)OC(F)(F)F)=O)CC2)F